CC1(CCC2=CC(=C(C=C2C1)O)C)C 3,3,7-trimethyltetralin-6-ol